OC=1C=C2C=CNC2=CC1 5-hydroxy-1H-indol